C(C)(=O)C=1C=C(CN2C[C@H]([C@@H](CC2)C(=O)N2CCC(CC2)(O)CN2C=NC3=C(C2=O)C=CN3C)C3=CC=CC=C3)C=CC1 3-[(1-{[(3R,4R)-1-(3-Acetylbenzyl)-3-phenylpiperidin-4-yl]carbonyl}-4-hydroxypiperidin-4-yl)methyl]-7-methyl-3,7-dihydro-4H-pyrrolo[2,3-d]pyrimidin-4-one